tert-Butyl (3aR,5s,6aS)-5-[[6-(2,4-dimethylpyrazol-3-yl)pyridazin-3-yl]amino]-3,3a,4,5,6,6a-hexahydro-1H-cyclopenta[c]pyrrole-2-carboxylate CN1N=CC(=C1C1=CC=C(N=N1)NC1C[C@@H]2[C@@H](CN(C2)C(=O)OC(C)(C)C)C1)C